S-(trifluoromethyl)2,4-dimethylbenzothioate FC(S=C(C1=C(C=C(C=C1)C)C)[O-])(F)F